(2S,5S)-4-(4-methylbicyclo[2.2.1]heptane-1-carbonyl)-2,3,4,5-tetrahydro-2,5-methanopyrido[3,4-f][1,4]oxazepine-9-carbonitrile CC12CCC(CC1)(C2)C(=O)N2C[C@H]1OC3=C([C@@H]2C1)C=NC=C3C#N